NC([C@@](CO)(C)NC(=O)C1=C(OC2=C1C=C(C=C2)C=2C=NN(C2)C2=CC=CC=C2)C)=O (S)-N-(1-amino-3-hydroxy-2-methyl-1-oxopropan-2-yl)-2-methyl-5-(1-phenyl-1H-pyrazol-4-yl)benzofuran-3-carboxamide